S1C=NC=2C=CC=3CCCOC3C21 thiaazolochroman